ethyl 9-[N-decyl-4-(dimethylamino)butanamido]-2-fluorooctadecanoate C(CCCCCCCCC)N(C(CCCN(C)C)=O)C(CCCCCCC(C(=O)OCC)F)CCCCCCCCC